3-chloro-5-((1-methoxy-3-methyl-1-oxobutan-2-ylimino)methyl)phenyl nicotinate C(C1=CN=CC=C1)(=O)OC1=CC(=CC(=C1)C=NC(C(=O)OC)C(C)C)Cl